C(#N)C1=C(C=C2N1C=C(N=C2)C)NC(O)=O.N=2N(N=CC2)CCCCNC(C2=CC(=CC=C2)N2N=C(N=C2C2=CC=CC=C2)CC)=O N-(4-(2-2H-1,2,3-triazolyl)butyl)-3-(3-ethyl-5-phenyl-1-1H-1,2,4-triazolyl)benzamide (6-cyano-3-methyl-pyrrolo[1,2-a]pyrazin-7-yl)carbamate